ClC1=C(C=C(C=C1)F)C1NC(C2=C1C(=CC1=C(N(N=C21)C)C=2NC=NC2)C2=C(C(=O)N)C=C(C=C2C(F)(F)F)F)=O [6-(2-chloro-5-fluorophenyl)-3-(3H-imidazol-4-yl)-2-methyl-8-oxo-7,8-dihydro-6H-pyrrolo[4,3-g]indazol-5-yl]-5-fluoro-3-(trifluoromethyl)benzamide